2-(4-methylThiazol-5-yl)but-3-yn-2-ol CC=1N=CSC1C(C)(C#C)O